4-methyl-3,5-heptanediol dibenzoate C(C1=CC=CC=C1)(=O)OC(CC)C(C(CC)OC(C1=CC=CC=C1)=O)C